FC1=CC(=CC=2N(C(=NC21)N2C[C@@H]1[C@H](OCCN1)CC2)[C@H](C)C2=CC=C(C=N2)C#N)F 6-((1R)-1-(4,6-difluoro-2-((4aR,8aR)-hexahydro-2H-pyrido[4,3-b][1,4]oxazin-6(5H)-yl)-1H-benzimidazol-1-yl)ethyl)-3-pyridinecarbonitrile